OC1NC(N(C1)C)=O 4-hydroxy-1-methylimidazolidin-2-one